NC1(C(C#N)C=CC=C1C1=CC(=NC=C1)C1(CCCCC1)O)F 2-amino-3-((1-hydroxycyclohexyl)pyridin-4-yl)-2-fluorobenzonitrile